(S)-3-hydroxymethyl-3,4-dihydro-1H-isoquinoline-2-carboxylic acid tert-butyl ester C(C)(C)(C)OC(=O)N1CC2=CC=CC=C2C[C@H]1CO